4-bromo-2-((4-chloro-phenylimino)methyl)-phenol BrC1=CC(=C(C=C1)O)C=NC1=CC=C(C=C1)Cl